NC=1C=C(C=C2C(=C(NC12)C1=CC=CC=C1)/C=C/C(=O)OC)COCC methyl (E)-3-(7-amino-5-(ethoxymethyl)-2-phenyl-1H-indol-3-yl)-acrylate